FC=1C(=NC(N(C1)[C@@H]1O[C@@]([C@H](C1)O)(CO)CF)=O)NC(C1=CC=CC=C1)(C1=CC=CC=C1)C1=CC=C(C=C1)OC 5-fluoro-1-[(2R,4S,5R)-5-(fluoromethyl)-4-hydroxy-5-(hydroxymethyl)oxolan-2-yl]-4-{[(4-methoxyphenyl)diphenylmethyl]amino}pyrimidin-2-one